3-(4-((4-((4,4-difluoropiperidin-1-yl)methyl)-3-fluorobenzyl)thio)-1-oxoisoindolin-2-yl)piperidine-2,6-dione FC1(CCN(CC1)CC1=C(C=C(CSC2=C3CN(C(C3=CC=C2)=O)C2C(NC(CC2)=O)=O)C=C1)F)F